ethyl 2-(difluoromethylene)-5-oxotetrahydro-1H-pyrrolizine-7a(5H)-carboxylate FC(=C1CC2(CCC(N2C1)=O)C(=O)OCC)F